Tert-butyl (2-(2-(2-(5-(2-((2-(2,6-dioxopiperidin-3-yl)-1,3-dioxoisoindolin-4-yl)amino)ethyl)-1H-1,2,3-triazol-1-yl)ethoxy)ethoxy)ethyl)carbamate O=C1NC(CCC1N1C(C2=CC=CC(=C2C1=O)NCCC1=CN=NN1CCOCCOCCNC(OC(C)(C)C)=O)=O)=O